C(C)(C)(C)OC(NC1(CN(C1)C=1SC(=C(N1)C)C(C)(O)C1=CC=C(C=C1)N1N=CN(C1=O)CC1=C(C=CC=C1F)F)C)=O N-[1-[5-[1-[4-[4-[(2,6-difluorophenyl)methyl]-5-oxo-1,2,4-triazol-1-yl]phenyl]-1-hydroxy-ethyl]-4-methyl-thiazol-2-yl]-3-methyl-azetidin-3-yl]carbamic acid tert-butyl ester